C[C@@]12C[C@H](N([C@H]2C1)C(CNC(C1=CC=C(C=C1)OC1=CC=CC=C1)=O)=O)C(=O)NCC=1SC=C(C1)/C(/N)=N/[N+](=O)[O-] (1S,3S,5S)-5-methyl-N-((4-((Z)-N'-nitrocarbamimidoyl)thiophen-2-yl)-methyl)-2-((4-phenoxybenzoyl)glycyl)-2-azabicyclo[3.1.0]hexane-3-carboxamide